potassium peroxy monosulphate S1(=O)(=O)OOOO1.[K]